(4-(3-nitrophenyl)-1,3-thiazol-2-yl)guanidine [N+](=O)([O-])C=1C=C(C=CC1)C=1N=C(SC1)NC(=N)N